BrC=1C=C(C2=C(N(N=C2C1)C)C1=CC(=C(C(=O)N[C@H]2[C@H](C2)F)C(=C1)OC)OC(F)F)OCCCOC1OCCCC1 l-4-[6-bromo-2-methyl-4-[3-(oxan-2-yloxy)propoxy]indazol-3-yl]-2-(difluoromethoxy)-N-[(1R,2S)-2-fluorocyclopropyl]-6-methoxybenzamide